5-((2,5-diazabicyclo[2.2.1]heptan-2-yl)methyl)-2-(2,6-dioxopiperidin-3-yl)isoindoline-1,3-dione C12N(CC(NC1)C2)CC=2C=C1C(N(C(C1=CC2)=O)C2C(NC(CC2)=O)=O)=O